ClC1=C(C(=O)O)C(=CC=C1N1CC(C1)C1=CC=CC=C1)Cl 2,6-dichloro-3-(3-phenylazetidin-1-yl)benzoic acid